COC=1C=2N(C=CC1[C@@H](C(F)(F)F)O)N=CC2NC2=CC(=NC=C2C(=O)NC([2H])([2H])[2H])NC(=O)[C@H]2CC21CC1 |o1:34| 4-((4-Methoxy-5-((S)-2,2,2-trifluoro-1-hydroxyethyl)pyrazolo[1,5-a]pyridin-3-yl)amino)-N-(methyl-d3)-6-((S*)-spiro[2.2]pentane-1-carboxamido)nicotinamide